N,N'-disilylene-1,2-cyclohexanediamine [SiH2]=NC1C(CCCC1)N=[SiH2]